(S)-6-cyclobutyl-1-(4-(trifluoromethyl)benzyl)piperazine-2,5-dione C1(CCC1)[C@H]1C(NCC(N1CC1=CC=C(C=C1)C(F)(F)F)=O)=O